CNC1=CC=CC=C1C(=O)O[C@@H]2[C@@H]([C@H](O[C@H]2N3C=NC4=C3N=C(NC4=O)N)COP(=O)(O)OP(=O)(O)OP(=O)(O)O)O The molecule is a purine ribonucleoside 5'-triphosphate that is GTP substituted at the 2' position by an N-methylanthraniloyl group. It has a role as a fluorescent probe. It derives from a 2'-MANT-GDP.